3-(3-(benzyloxy)cyclobutyl)-1-(4-chloro-2-fluorophenyl)-4-(4-fluorobenzyl)piperazine-2,5-dione C(C1=CC=CC=C1)OC1CC(C1)C1C(N(CC(N1CC1=CC=C(C=C1)F)=O)C1=C(C=C(C=C1)Cl)F)=O